3-ethyl-6-vinyltetrahydro-2H-pyran-2-one C(C)C1C(OC(CC1)C=C)=O